N-(dimethylsulfamoyl)-N-methyl-1-(5,6,7,8-tetrahydro-4H-pyrazolo[1,5-a][1,4]diazepin-2-yl)methanamine CN(S(=O)(=O)N(CC1=NN2C(CNCCC2)=C1)C)C